COCCC[SiH](O[Si](C)(C)C)O[Si](C)(C)C methyl-(3-bis(trimethylsiloxy)silylpropyl)ether